CN1C(=CC=C1C=1NC(=CN1)C)C(=O)N methyl-5-(5-methyl-1H-imidazol-2-yl)-1H-pyrrole-2-carboxamide